1-(2-fluoroethyl)-4-(4,4,5,5-tetramethyl-1,3,2-dioxaborolan-2-yl)-3-(trifluoromethyl)-1H-pyrazole FCCN1N=C(C(=C1)B1OC(C(O1)(C)C)(C)C)C(F)(F)F